6-methyl-5-(methylsulfonyl)-N-((2-(6-((2,2,6,6-tetramethyltetrahydro-2H-pyran-4-yl)oxy)pyridin-3-yl)-1,6-naphthyridin-7-yl)methyl)nicotinamide CC1=NC=C(C(=O)NCC2=NC=C3C=CC(=NC3=C2)C=2C=NC(=CC2)OC2CC(OC(C2)(C)C)(C)C)C=C1S(=O)(=O)C